N1=CC=C(C=C1)CC1=CN=C(N1COCC[Si](C)(C)C)C(O)C=1SC=CN1 (5-(Pyridin-4-ylmethyl)-1-((2-(trimethylsilyl)ethoxy)methyl)imidazol-2-yl)(1,3-thiazol-2-yl)methanol